2,5-bis(but-3-en-1-yloxy)terephthalhydrazide tert-butyl-N-[4-[[(1S)-1-(4-chlorophenyl)-3-piperazin-1-ylpropyl]carbamoyl]-1-(7H-pyrrolo[2,3-d]pyrimidin-4-yl)-4-piperidyl]carbamate C(C)(C)(C)OC(NC1(CCN(CC1)C=1C2=C(N=CN1)NC=C2)C(N[C@@H](CCN2CCNCC2)C2=CC=C(C=C2)Cl)=O)=O.C(CC=C)OC2=C(C(=O)NN)C=C(C(=C2)C(=O)NN)OCCC=C